BrC=1C=C(C=C(C1)[N+](=O)[O-])N(C(OC(C)(C)C)=O)C(=O)OC(C)(C)C tert-Butyl N-(3-bromo-5-nitrophenyl)-N-tert-butoxycarbonyl-carbamate